3-chlorophenylboronic acid ClC=1C=C(C=CC1)B(O)O